5-(2-(benzo[b]thiophen-3-yl)ethyl)-6-((tetrahydro-2H-pyran-4-yl)methyl)-5,6,7,8-tetrahydro-[1,3]dioxolo[4,5-g]isoquinoline S1C2=C(C(=C1)CCC1N(CCC=3C=C4C(=CC13)OCO4)CC4CCOCC4)C=CC=C2